6-[(5-cyanopyrazol-1-yl)methyl]-2-(3,4-dichlorophenyl)-1-ethyl-4-oxo-pyridine-3-carboxylic acid C(#N)C1=CC=NN1CC1=CC(C(=C(N1CC)C1=CC(=C(C=C1)Cl)Cl)C(=O)O)=O